OC1=C(N=CC(=N1)C1CC(CC1)=O)C 3-(6-hydroxy-5-methylpyrazin-2-yl)cyclopentan-1-one